C1C=CN=C1 The molecule is that one of the three tautomers of pyrrole which has the double bonds at positions 1 and 4. It is a tautomer of a 2H-pyrrole and a 1H-pyrrole.